3-(5-((4-((4'-chloro-[1,1'-biphenyl]-2-yl)methyl)piperazin-1-yl)difluoromethyl)-1-oxoisoindolin-2-yl)piperidine-2,6-dione ClC1=CC=C(C=C1)C1=C(C=CC=C1)CN1CCN(CC1)C(C=1C=C2CN(C(C2=CC1)=O)C1C(NC(CC1)=O)=O)(F)F